(S)-2-amino-N-(4-(1,4-dimethyl-6-oxo-1,6-dihydropyridin-3-yl)-3-fluorophenyl)-3,3-diphenylpropanamide hydrochloride Cl.N[C@H](C(=O)NC1=CC(=C(C=C1)C1=CN(C(C=C1C)=O)C)F)C(C1=CC=CC=C1)C1=CC=CC=C1